(6-methyl-1-(4-(morpholinomethyl)phenyl)-5,5-dioxido-1,4-dihydrothiochromeno[4,3-c]pyrazol-3-yl)(4-oxa-7-azaspiro[2.5]octan-7-yl)methanone CC1=CC=CC2=C1S(CC1=C2N(N=C1C(=O)N1CCOC2(CC2)C1)C1=CC=C(C=C1)CN1CCOCC1)(=O)=O